C(C1=CC=CC=C1)OCCCCOC=1C=C(C=CC1)CCC 3-(3-(4-(benzyloxy)butoxy)phenyl)propan